FC1=C(C=C(C=C1)F)C=1C=NC=2CCN(CC2C1)C=1C(=CC=2N(N1)C(C=C(N2)C)=O)C 7-(3-(2,5-difluorophenyl)-7,8-dihydro-1,6-naphthyridin-6(5H)-yl)-2,8-dimethyl-4H-pyrimido[1,2-b]pyridazin-4-one